CC(C)(CCC[C@@H](C)[C@H]1CC[C@H]2[C@@H]3CC=C4C[C@H](CC[C@]4(C)[C@H]3CC[C@]12C)O)O cholest-6(5)-ene-3β,25-diol